(3,7-dimethoxynaphthalene-2-yl)boronic acid COC=1C(=CC2=CC(=CC=C2C1)OC)B(O)O